C(C)(=O)C1=NN(C2=CC=C(C=C12)C=1C=NC(=NC1)C)CC(=O)N1[C@@H]2C[C@@]2(C[C@H]1C(=O)N[C@H](C)CCC)C (1R,3S,5R)-2-(2-(3-acetyl-5-(2-methylpyrimidin-5-yl)-1H-indazol-1-yl)acetyl)-5-methyl-N-((R)-pentan-2-yl)-2-azabicyclo[3.1.0]hexane-3-carboxamide